CN1C(=NC(C1)=O)NC(=O)N (1-methyl-4-oxo-4,5-dihydro-1H-imidazol-2-yl)urea